BrC1=CC2=C(C(CO2)NC(OC(C)(C)C)=O)C=C1 tert-butyl (6-bromo-2,3-dihydrobenzofuran-3-yl)carbamate